ethyl 4-[5-[3-[2-[4-[(1S)-2-amino-1-methyl-ethoxy]-4-oxo-butanoyl]-4-fluoro-6-methoxy-isoindolin-5-yl] oxypropoxy]-4-fluoro-6-methoxy-benzothiophen-2-yl]-4-oxo-butanoate NC[C@@H](OC(CCC(=O)N1CC2=CC(=C(C(=C2C1)F)OCCCOC=1C(=CC2=C(C=C(S2)C(CCC(=O)OCC)=O)C1F)OC)OC)=O)C